CC1(CC1)C(=O)C1=CNC2=NC=CC(=C21)N[C@H]2CN(CCC2)C(=O)OC(C)(C)C tert-butyl (R)-3-((3-(1-methylcyclopropane-1-carbonyl)-1H-pyrrolo[2,3-b]pyridin-4-yl)amino)piperidine-1-carboxylate